C1(CC1)C(N1C[C@@]2(CC1)OCCN1C2=CC(=N1)C=1C=C(C(=NC1)N)C(F)(F)F)C=1NC=CN1 5-{(3'R)-1'-[cyclopropyl(1H-imidazol-2-yl)methyl]-6,7-dihydrospiro[pyrazolo[5,1-c][1,4]oxazine-4,3'-pyrrolidin]-2-yl}-3-(trifluoromethyl)pyridin-2-amine